C(CCC)OCCCCCCCCCCCCCCCCCCCCCC n-docosyl butyl ether